8-bromo-1-(3-fluoro-4-methylbenzyl)-3,4-dihydro-1H-benzo[b]azepine-2,5-dione BrC=1C=CC2=C(N(C(CCC2=O)=O)CC2=CC(=C(C=C2)C)F)C1